1-((5-(5-(difluoromethyl)-1,3,4-oxadiazol-2-yl)pyridin-2-yl)methyl)-6-fluoro-3-(1-methylpiperidin-4-yl)-5-(pyridin-4-yl)-1,3-dihydro-2H-benzo[d]imidazol-2-one FC(C1=NN=C(O1)C=1C=CC(=NC1)CN1C(N(C2=C1C=C(C(=C2)C2=CC=NC=C2)F)C2CCN(CC2)C)=O)F